C(C)(C)(C)OC(NC1=CNC2=CC=C(C=C12)CCOC1=CC=C(C=C1)C(F)(F)F)=O.OC(=O)C(F)(F)F.FC(C1=CC=C(OCCC=2C=C3C(=CNC3=CC2)N)C=C1)(F)F 5-(2-(4-(trifluoromethyl)phenoxy)ethyl)-1H-indol-3-amine TFA salt tert-Butyl-N-(5-{2-[4-(trifluoromethyl)phenoxy]ethyl}-1H-indol-3-yl)carbamate